5-Chloro-7-[4-(trifluoromethoxy)phenyl]thiazolo[5,4-d]pyrimidine ClC=1N=C(C2=C(N1)SC=N2)C2=CC=C(C=C2)OC(F)(F)F